methyl 2-(3-(3-(1,3-dioxolan-2-yl)bicyclo[1.1.1]pentan-1-yl)isoxazol-5-yl)-3-methylbutanoate O1C(OCC1)C12CC(C1)(C2)C2=NOC(=C2)C(C(=O)OC)C(C)C